C1(=CC=CC=C1)N1N=C(N=C1)C=O (1-phenyl-1H-1,2,4-triazol-3-yl)methanone